CN1N=CC(=C1)C1=CC2=C(O[C@@H](CN2)[C@H](OC[C@H](C)C2=CC=C(C#N)C=C2)C2=CC=CC=C2)N=C1 |o1:17| 4-((R or S)-1-((R)-((S)-7-(1-methyl-1H-pyrazol-4-yl)-2,3-dihydro-1H-pyrido[2,3-b][1,4]oxazin-3-yl)(phenyl)methoxy)propan-2-yl)benzonitrile